C1([C@@H](O)[C@H](O)[C@H](O)CO1)[C@@]1([C@H](O)[C@H](O)[C@@H](CO)O1)N1C(=O)NC(=O)C=C1 D-arabinosyl-uridine